Ethyl 6-[(3,3-difluoropyrrolidin-1-yl)methyl]-2-(2-fluorophenyl)-6,7-dihydro-5H-pyrazolo[5,1-b][1,3]oxazine-3-carboxylate FC1(CN(CC1)CC1CN2C(OC1)=C(C(=N2)C2=C(C=CC=C2)F)C(=O)OCC)F